C1=CC=C2C(=C1)C(=C(N2)N)N diaminoindole